dimethyl-methyleneoxysulfide CC1(OS1)C